(S)-N-(1-(4-chlorophenyl)-2-(dimethylamino)ethyl)-4-(trifluoromethoxy)benzenesulfonamide ClC1=CC=C(C=C1)[C@@H](CN(C)C)NS(=O)(=O)C1=CC=C(C=C1)OC(F)(F)F